1-((2s,5r)-5-(4-chloro-6-(pyrazin-2-yl)pyrimidin-2-yl)-2-methylpiperidin-1-yl)ethan-1-one ClC1=NC(=NC(=C1)C1=NC=CN=C1)[C@@H]1CC[C@@H](N(C1)C(C)=O)C